6-acetyl-8-cyclopentyl-2-((5-(1-(4-(hydroxymethyl)phenyl)piperidin-4-yl)pyridin-2-yl)amino)-5-methylpyrido[2,3-d]pyrimidin-7(8H)-one C(C)(=O)C1=C(C2=C(N=C(N=C2)NC2=NC=C(C=C2)C2CCN(CC2)C2=CC=C(C=C2)CO)N(C1=O)C1CCCC1)C